C(CCCCCCC\C=C/C\C=C/CCCCC)N(NCCCCCCCC\C=C/C\C=C/CCCCC)CCN(C)C 2-(1,2-di((9z,12z)-octadeca-9,12-dien-1-yl)hydrazino)-N,N-dimethylethan-1-amine